4-amino-5-(5-chloro-2-fluorophenyl)-3-(2,2-difluoroethyl)-5-hydroxy-2-methyl-6,7-dihydro-5H-pyrrolo[4,3-f]indazol-7-one NC=1C2=C(N(N=C2C=C2C1C(NC2=O)(O)C2=C(C=CC(=C2)Cl)F)C)CC(F)F